N-methyl-5-[4-({4-oxo-5H-furo[3,2-c]quinolin-7-yl}methyl)piperazin-1-yl]pyridine-2-carboxamide CNC(=O)C1=NC=C(C=C1)N1CCN(CC1)CC=1C=CC=2C3=C(C(NC2C1)=O)C=CO3